((2-amino-9-((2R,3S,4S,5R)-4-fluoro-3-hydroxy-5-(hydroxymethyl)tetrahydrofuran-2-yl)-8-oxo-8,9-dihydro-7H-purin-7-yl)methyl)benzaldehyde NC1=NC=C2N(C(N(C2=N1)[C@@H]1O[C@@H]([C@H]([C@H]1O)F)CO)=O)CC1=C(C=O)C=CC=C1